(3-fluoro-4,5-dimethoxy-phenyl)methanol FC=1C=C(C=C(C1OC)OC)CO